3-((4-(4-(1-methyl-1H-indole-3-carbonyl)-9H-carbazol-9-yl)piperidin-1-yl)methyl)benzonitrile CN1C=C(C2=CC=CC=C12)C(=O)C1=CC=CC=2N(C3=CC=CC=C3C12)C1CCN(CC1)CC=1C=C(C#N)C=CC1